6-(2,4-dimethylthiazol-5-yl)pyridazin-3(2H)-one CC=1SC(=C(N1)C)C=1C=CC(NN1)=O